1-(cyclobutylmethyl)-4-oxo-5-(pent-1-yn-1-yl)-1,4-dihydropyridine-3-carboxamide C1(CCC1)CN1C=C(C(C(=C1)C#CCCC)=O)C(=O)N